N-(3-bromo-5-(methylsulfonamido)phenyl)-1-methyl-2-(3-methylpyridin-2-yl)-1H-imidazole-4-carboxamide BrC=1C=C(C=C(C1)NS(=O)(=O)C)NC(=O)C=1N=C(N(C1)C)C1=NC=CC=C1C